3,3'-nonamethylenebis(5-isopentyl-1H-1,2,4-triazole) C(CC(C)C)C1=NC(=NN1)CCCCCCCCCC1=NNC(=N1)CCC(C)C